Natrium hydrogenselenit [Se](=O)(O)[O-].[Na+]